7,3',4'-trihydroxy-isoflavone OC1=CC=C2C(C(=COC2=C1)C1=CC(=C(C=C1)O)O)=O